O1N=C(C=C1)C(\C=C/C(=O)O)C (Z)-4-(isoxazol-3-yl)pent-2-enoic acid